1-{1-[2,4-bis(trifluoromethyl)phenyl]-4-{[(2R)-2-hydroxypropyl]amino}-7,8-dihydropyrido[3,4-d]pyridazin-6(5H)-yl}ethan-1-one pentazinc [Zn].[Zn].[Zn].[Zn].[Zn].FC(C1=C(C=CC(=C1)C(F)(F)F)C1=C2C(=C(N=N1)NC[C@@H](C)O)CN(CC2)C(C)=O)(F)F